N[C@H](C(=O)N1[C@@H]([C@H]2C([C@H]2C1)(C)C)C(=O)O)C(C)(C)C (1R,2S,5S)-3-[(2S)-2-amino-3,3-dimethyl-butanoyl]-6,6-dimethyl-3-azabicyclo[3.1.0]hexane-2-carboxylic acid